4-(1-hydroxycyclobutyl)-N-[(3S)-5-methyl-4-oxo-2,3-dihydro-1,5-benzoxazepin-3-yl]pyrimidine-2-carboxamide OC1(CCC1)C1=NC(=NC=C1)C(=O)N[C@H]1COC2=C(N(C1=O)C)C=CC=C2